CC1(OB(OC1(C)C)C=1C=CC=C2C=C(N=CC12)C1=CC=C(O[C@H]2CN(CC2)C(=O)OC(C)(C)C)C=C1)C tert-butyl (R)-3-(4-(8-(4,4,5,5-tetramethyl-1,3,2-dioxaborolan-2-yl)isoquinolin-3-yl)phenoxy)pyrrolidine-1-carboxylate